ClC=1C=CC(=NC1)N1C(=NN=C1[C@@H]1CC[C@H](CC1)OC1=NC=CC=C1)C trans-5-Chloro-2-(3-methyl-5-(4-(pyridin-2-yloxy)cyclohexyl)-4H-1,2,4-triazol-4-yl)pyridine